[Pd].[Pd].C(C1=CC=CC=C1)=CC(C)=O (benzalacetone) dipalladium